N-(1-benzylpiperidin-4-yl)-6,7-dimethoxy-2-(4-methyl-1,4-diazepan-1-yl)quinazolin-4-amine C(C1=CC=CC=C1)N1CCC(CC1)NC1=NC(=NC2=CC(=C(C=C12)OC)OC)N1CCN(CCC1)C